4-[4-benzyloxy-6-fluoro-1-(4-fluoro-3-methyl-phenyl)-2-(3-hydroxy-1-methyl-cyclobutyl) indol-3-yl]Benzyl benzoate C(C1=CC=CC=C1)(=O)OCC1=CC=C(C=C1)C1=C(N(C2=CC(=CC(=C12)OCC1=CC=CC=C1)F)C1=CC(=C(C=C1)F)C)C1(CC(C1)O)C